2-chloro-5-oxo-5,7-dihydrospiro[cyclopenta[b]Pyridine-6,4'-piperidine]-1'-Carboxylic acid tert-butyl ester C(C)(C)(C)OC(=O)N1CCC2(CC1)C(C=1C(=NC(=CC1)Cl)C2)=O